C(C)(=O)[O-].C(C)(=O)[O-].C(C)(=O)[O-].C(C)(C)(C)[Sn+3] t-butyl-tin triacetate